C(#N)C=1C=NN(C1)C1=C(C=C(C=C1)NC(CC1=C(C=CC=C1)C)=O)S(N)(=O)=O N-[4-(4-cyano-1H-pyrazole-1-yl)-3-sulfamoylphenyl]-2-(2-methylphenyl)acetamide